Cl(=O)(=O)[O-].[Ca+2].Cl(=O)(=O)[O-] Calcium chlorat